2-((S)-1-{3-[(S)-(1,3-Dimethyl-azetidin-3-yl)-hydroxy-(4-trifluoromethoxy-phenyl)-methyl]-phenyl}-pyrrolidin-3-yl)-propan-2-ol CN1CC(C1)(C)[C@@](C=1C=C(C=CC1)N1C[C@H](CC1)C(C)(C)O)(C1=CC=C(C=C1)OC(F)(F)F)O